O1C=CC2=C1C=CC(=C2)CC(C(=O)OCC)C(C)=O Ethyl 2-(benzofuran-5-ylmethyl)-3-oxobutanoate